N-(5-((4-(1-Cyclopropyl-1H-indol-3-yl)-5-(thiazol-2-yl)pyrimidin-2-yl)amino)-4-methoxy-2-((3aR,6aS)-5-methylhexahydropyrrolo[3,4-c]pyrrol-2(1H)-yl)phenyl)acrylamide C1(CC1)N1C=C(C2=CC=CC=C12)C1=NC(=NC=C1C=1SC=CN1)NC=1C(=CC(=C(C1)NC(C=C)=O)N1C[C@@H]2CN(C[C@@H]2C1)C)OC